tert-butyl (3-bromo-5-chloro-2-(1-hydroxyethyl)furo[3,2-b]pyridin-7-yl)(thiophen-2-yl methyl)carbamate BrC1=C(OC=2C1=NC(=CC2N(C(OC(C)(C)C)=O)CC=2SC=CC2)Cl)C(C)O